2-{[(oxan-3-yl)methyl]amino}quinolin O1CC(CCC1)CNC1=NC2=CC=CC=C2C=C1